C(C1=CC=CC=C1)[C@H](NC(CNC(CNC(OCC1=CC=CC=C1)=O)=O)=O)C(NCC(NCOCC(=O)OCC1=CC=CC=C1)=O)=O (S)-Benzyl 11-Benzyl-3,6,9,12,15-Pentaoxo-1-Phenyl-2,18-Dioxa-4,7,10,13,16-Pentaazaicosan-20-Oate